C(C1=CC=CC=C1)N1B(N(C2=C3C1=CC=CC3=CC=C2)P(C2=CC=CC=C2)C2=CC=CC=C2)C=2C(=C3CC(CC3=C(C2CCCSC2=CC=CC=C2)C)(C(=O)OC)C(=O)OC)C (S)-dimethyl 5-(1-benzyl-3-(diphenylphosphaneyl)-1H-naphtho[1,8-de][1,3,2]diazaborinin-2(3H)-yl)-4,7-dimethyl-6-(3-(phenylthio)propyl)-1,3-dihydro-2H-indene-2,2-dicarboxylate